ClC=1C(=C(C(=CC1)C1=C(N=CS1)Cl)CO)F (3-chloro-6-(4-chlorothiazol-5-yl)-2-fluorophenyl)methanol